C1(CC1)C1=CC(=NN1)NC1=NC(=NC=C1)N1CC2(CC(C1)C2)OC N-(5-Cyclopropyl-1H-pyrazol-3-yl)-2-(1-methoxy-3-azabicyclo[3.1.1]heptan-3-yl)pyrimidin-4-amine